C(C)(C)OC(CCCCCCCCCCCCCCCCC)=O Isopropylstearate